NC1=NNC2=C(C=C(C=C12)C1=C2C(=NC=C1)NC=C2)C#CC2(CCCCC2)O 1-((3-Amino-5-(1H-pyrrolo[2,3-b]pyridin-4-yl)-1H-indazol-7-yl)ethynyl)cyclohexan-1-ol